NC=1C=C(C=CC1)C#CC1=CC=C(S1)CN1C=NN(C1=O)C\C(\CNC(OC(C)(C)C)=O)=C\F tert-butyl (E)-(2-((4-((5-((3-aminophenyl)ethynyl)thiophen-2-yl)methyl)-5-oxo-4,5-dihydro-1H-1,2,4-triazol-1-yl)methyl)-3-fluoroallyl)carbamate